CC[C@H](C)[C@@H](C(=O)N[C@@H](CO)C(=O)N[C@@H](CC(C)C)C(=O)N[C@@H](CC(=O)O)C(=O)N[C@@H](CC(C)C)C(=O)N[C@@H](C(C)C)C(=O)N[C@@H](CC1=CC=CC=C1)C(=O)N[C@@H](CC2=CNC=N2)C(=O)N[C@@H](CC(C)C)C(=O)N[C@@H](CC(C)C)C(=O)N[C@@H](CCCNC(=N)N)C(=O)N[C@@H](CCC(=O)O)C(=O)N[C@@H](C(C)C)C(=O)N[C@@H](CC(C)C)C(=O)N[C@@H](CCC(=O)O)C(=O)N[C@@H](CCSC)C(=O)N[C@@H]([C@@H](C)O)C(=O)N[C@@H](CCCCN)C(=O)N[C@@H](C)C(=O)N[C@@H](CC(=O)O)C(=O)N[C@@H](CCC(=O)N)C(=O)N[C@@H](CC(C)C)C(=O)N[C@@H](C)C(=O)N[C@@H](CCC(=O)N)C(=O)N[C@@H](CCC(=O)N)C(=O)N[C@@H](C)C(=O)N[C@@H](CC3=CNC=N3)C(=O)N[C@@H](CO)C(=O)N[C@@H](CC(=O)N)C(=O)N[C@@H](CCCNC(=N)N)C(=O)N[C@@H](CCCCN)C(=O)N[C@@H](CC(C)C)C(=O)N[C@@H](CC(C)C)C(=O)N[C@@H](CC(=O)O)C(=O)N[C@@H]([C@@H](C)CC)C(=O)N[C@@H](C)C(=O)N)NC(=O)[C@@H]4CCCN4C(=O)[C@@H]5CCCN5C(=O)[C@H](CCC(=O)O)NC(=O)[C@H](CCC(=O)N)NC(=O)[C@H](CO)N The molecule is a corticotropin-releasing hormone from sheep composed of Ser, Gln, Glu, Pro, Pro, Ile, Ser, Leu, Asp, Leu, Val, Phe, His, Leu, Leu, Arg, Glu, Val, Leu, Glu, Met, Thr, Lys, Ala, Asp, Gln, Leu, Ala, Gln, Gln, Ala, His, Ser, Asn, Arg, Lys, Leu, Leu, Asp, Ile and Ala-NH2 residues joined in sequence. It has a role as a diagnostic agent. It is a corticotropin-releasing hormone and a peptidyl amide.